2,2'-bis(ethoxycarbonylmethoxy)-1,1'-binaphthalene C(C)OC(=O)COC1=C(C2=CC=CC=C2C=C1)C1=C(C=CC2=CC=CC=C12)OCC(=O)OCC